3-Amino-8-(7-methoxyquinolin-6-yl)-N-propylimidazo[1,2-a]pyridine-2-carboxamide NC1=C(N=C2N1C=CC=C2C=2C=C1C=CC=NC1=CC2OC)C(=O)NCCC